1-(2,2-difluoroethyl)-N-((3aR,5R,7aS)-2-(6-(trifluoromethyl)pyridin-2-yl)octahydro-1H-isoindol-5-yl)-1H-pyrazolo[3,4-b]pyrazin-6-amine FC(CN1N=CC=2C1=NC(=CN2)N[C@H]2C[C@H]1CN(C[C@H]1CC2)C2=NC(=CC=C2)C(F)(F)F)F